(R)-N-(3-(1-((6-Amino-[3,3-bipyridin]-5-yl)oxy)ethyl)phenyl)-3-(dimethylamino)benzamid NC1=C(C=C(C=N1)C=1C=NC=CC1)O[C@H](C)C=1C=C(C=CC1)NC(C1=CC(=CC=C1)N(C)C)=O